5-chlorothieno[3,2-b]pyridine-3-carboxylic acid ClC1=CC=C2C(=N1)C(=CS2)C(=O)O